C(C)(C)(C)OC(=O)C(C(=O)O)(C(C)N)N t-butoxycarbonyl-L-2,3-diaminobutyric acid